[C@H]12OC[C@H](N(C1)C=1C(=CC(=NC1)C(=O)NC1=CC=CC=3C=4N(CCOC31)N=NN4)N4C=NC(=C4)C4CC4)C2 5-((1R,4R)-2-oxa-5-azabicyclo[2.2.1]heptan-5-yl)-4-(4-cyclopropyl-1H-imidazol-1-yl)-N-(5,6-dihydro-benzo[f]tetrazolo[1,5-d][1,4]oxazepin-8-yl)picolinamide